C(#N)/C(/C(=O)N(CC(=O)OC)C)=C\C=1OC(=CC1)C1=NC=2C(=C3C(=NC2)NC=C3)N1C1CCOCC1 methyl (E)-N-(2-cyano-3-(5-(1-(tetrahydro-2H-pyran-4-yl)-1,6-dihydroimidazo[4,5-d]pyrrolo[2,3-b]pyridin-2-yl)furan-2-yl)acryloyl)-N-methylglycinate